α-Naphthol C1(=CC=CC2=CC=CC=C12)O